Ethyl acetate ethyl-propionate methyl-acetate COC(C)=O.C(C)OC(CC)=O.C(C)(=O)OCC